N1[C@H](CCCCC1)C1=C(CN2C(NC(C3=C2C=CN3)=O)=C=S)C=CC=C1 (R)-1-(2-(azepan-2-yl)benzyl)-2-thiocarbonyl-1,2,3,5-tetrahydro-4H-pyrrolo[3,2-d]pyrimidin-4-one